2-[(4-chloro-1H-pyrazole-3-carbonyl)amino]-4-[2-(1-methylethoxy)ethyl-[4-(5,6,7,8-tetrahydro-1,8-naphthyridin-2-yl)butyl]amino]butanoic acid ClC=1C(=NNC1)C(=O)NC(C(=O)O)CCN(CCCCC1=NC=2NCCCC2C=C1)CCOC(C)C